methyl (2S)-4-[[1-(benzyloxycarbonylamino)cyclopropyl]-hydroxy-methyl]-5-oxo-pyrrolidine-1,2-dicarboxylate C(C1=CC=CC=C1)OC(=O)NC1(CC1)C(C1C[C@H](N(C1=O)C(=O)OC)C(=O)[O-])O